tert-butyl 6-[8-(1,3-benzothiazol-2-ylcarbamoyl)-3,4-dihydro-1H-isoquinolin-2-yl]-3-[3-[2-[1-(2,2-diethoxyethyl)-4-piperidyl]ethoxy]-2-methyl-phenyl]pyridine-2-carboxylate S1C(=NC2=C1C=CC=C2)NC(=O)C=2C=CC=C1CCN(CC21)C2=CC=C(C(=N2)C(=O)OC(C)(C)C)C2=C(C(=CC=C2)OCCC2CCN(CC2)CC(OCC)OCC)C